CC=1C=C(C(=O)OC2=C(C(=CC(=C2)Cl)C=NC(C(=O)OC)CC2=CC=C(C=C2)O)OC(C(C)C)=O)C=CC1 5-chloro-3-((3-(4-hydroxyphenyl)-1-methoxy-1-oxopropan-2-ylimino)methyl)-2-(isobutyryloxy)phenyl 3-methylbenzoate